4-(3,5-dibromophenyl)oxetane BrC=1C=C(C=C(C1)Br)C1CCO1